(2S,4S)-4-((tert-butyldimethylsilyl)oxy)-2-((3,4-difluorophenyl)(methyl)carbamoyl)-pyrrolidine-1-carboxylic acid tert-butyl ester C(C)(C)(C)OC(=O)N1[C@@H](C[C@@H](C1)O[Si](C)(C)C(C)(C)C)C(N(C)C1=CC(=C(C=C1)F)F)=O